C1(CC1)C1=NN(C(=C1C(F)(F)F)C(=O)NC1=CC(=NC=C1)S(=O)(=N)C)CC1CC12CC2 3-Cyclopropyl-N-(2-(S-methylsulfonimidoyl)pyridin-4-yl)-1-(spiro[2.2]pentan-1-ylmethyl)-4-(trifluoromethyl)-1H-pyrazole-5-carboxamide